(S)-1-hydroxypent-4-en OCCCC=C